BrC1=C(C=C(C(=O)N2CC=3N(CC2)C(N(C3C(=O)NCC3=CC(=CC=C3)F)C3=CC=C(C=C3)OC)=O)C=C1)Cl 7-(4-bromo-3-chloro-benzoyl)-N-[(3-fluorophenyl)methyl]-2-(4-methoxyphenyl)-3-oxo-6,8-dihydro-5H-imidazo[1,5-a]pyrazine-1-carboxamide